COC(=O)C1=CC(=CC2=C1N(C=N2)CCOC)C2=C(C=C(C=C2)C)Cl 5-(2-chloro-4-methylphenyl)-1-(2-methoxyethyl)-1H-benzo[d]imidazole-7-carboxylic acid methyl ester